N-(4-Amino-1-cyclopropyl-3,4-dioxobutan-2-yl)-3-((S)-2-cyclopropyl-2-isobutyramidoacetyl)-6,6-dimethyl-3-azabicyclo[3.1.0]hexane-2-carboxamide NC(C(C(CC1CC1)NC(=O)C1C2C(C2CN1C([C@@H](NC(C(C)C)=O)C1CC1)=O)(C)C)=O)=O